ClC1=CC2=C(C=N1)C(=CN2C2=NC(=NC=C2)C(C)(F)F)C2CC2 6-chloro-3-cyclopropyl-1-(2-(1,1-difluoroethyl)pyrimidin-4-yl)-1H-pyrrolo[3,2-C]pyridine